C1(CC1)N1C(C(=CC=C1)NC(=O)C1=CC2=CN(N=C2C=C1OC(C)C)[C@]12CO[C@](CC1)(C2)C)=O N-(1-cyclopropyl-2-oxo-1,2-dihydropyridin-3-yl)-6-isopropoxy-2-((1R,4R)-1-methyl-2-oxabicyclo[2.2.1]heptan-4-yl)-2H-indazole-5-carboxamide